C=1N=CN2C1C1=CC=CC=C1[C@H]2[C@@]2(COCC2)O (S)-3-((S)-5H-imidazo[5,1-a]isoindol-5-yl)tetrahydrofuran-3-ol